C(\C=C\CC\C=C/CC)O (2E,6Z)-nona-2,6-dien-1-ol